2-((3R,5R,6S)-5-(3-chlorophenyl)-6-(4-chlorophenyl)-3-methyl-2-oxo-1-((S)-3,3,3-trifluoro-1-(pyridin-2-yl)propyl)piperidin-3-yl)acetic acid, 2,2,2-trifluoroacetic acid salt FC(C(=O)O)(F)F.ClC=1C=C(C=CC1)[C@H]1C[C@](C(N([C@@H]1C1=CC=C(C=C1)Cl)[C@@H](CC(F)(F)F)C1=NC=CC=C1)=O)(C)CC(=O)O